(S)-1-(2-((5-((2-carboxyethyl)thio)pyridin-3-yl)methoxy)-5-chloro-4-((3-(2,3-dihydrobenzo[b][1,4]dioxin-6-yl)-2-methylbenzyl)oxy)benzyl)piperidine-2-carboxylic acid C(=O)(O)CCSC=1C=C(C=NC1)COC1=C(CN2[C@@H](CCCC2)C(=O)O)C=C(C(=C1)OCC1=C(C(=CC=C1)C1=CC2=C(OCCO2)C=C1)C)Cl